C(C)(C)(C)C1=C(C=CC(=C1)Br)O 2-tertiary butyl-4-bromophenol